C1(CC1)C1=NNC2=NC=C(C=C21)OC 3-cyclopropyl-5-methoxy-1H-pyrazolo[3,4-b]pyridine